ONC(C[C@@H](CC1=CC2=CC=CC=C2C=C1)N1N=NC(=C1)CNC(=O)C1=NC=NC=C1)=O N-[[1-[(1R)-3-(hydroxyamino)-1-(2-naphthylmethyl)-3-oxo-propyl]triazol-4-yl]methyl]pyrimidine-4-carboxamide